6'-fluoro-N-(4-fluoro-3-((2-methoxyethoxy)methyl)benzyl)-4'-oxo-3',4'-dihydro-1'H-spiro[piperidine-4,2'-quinoline]-1-carboxamide FC=1C=C2C(CC3(NC2=CC1)CCN(CC3)C(=O)NCC3=CC(=C(C=C3)F)COCCOC)=O